3'-(triphenylsilyl)-[1,1'-biphenyl]-4-ol C1(=CC=CC=C1)[Si](C=1C=C(C=CC1)C1=CC=C(C=C1)O)(C1=CC=CC=C1)C1=CC=CC=C1